COC1=CC=C(C=C1)C(=O)C1=C(OC2=C1C=CC=C2)CCCC (2-butylbenzofuran-3-yl) (4-methoxyphenyl) ketone